tetraethylene glycol bis(2-ethylbutyrate) C(C)C(C(=O)OCCOCCOCCOCCOC(C(CC)CC)=O)CC